CC(=CC(=O)OC[C@@H](CC=C(C)C)C(=C)C)C (S)-5-Methyl-2-(prop-1-en-2-yl)-hex-4-enyl 3-methyl-2-butenoate